dl-1,3-diphenylpentene C1(=CC=CC=C1)C=CC(CC)C1=CC=CC=C1